ClCC1=C(C(=CN=N1)C1C(NC(CC1)=O)=O)F 3-(6-(Chloromethyl)-5-fluoropyridazin-4-yl)piperidine-2,6-dione